5-(3,5-difluorophenyl)-N-(3-methylbutan-2-yl)pyridine-3-carboxamide FC=1C=C(C=C(C1)F)C=1C=C(C=NC1)C(=O)NC(C)C(C)C